3-{[3-(1-{[6-(1,3-benzothiazol-6-yl)-2-methylpyrimidin-4-yl]amino}ethyl)phenoxy]methyl}piperidin S1C=NC2=C1C=C(C=C2)C2=CC(=NC(=N2)C)NC(C)C=2C=C(OCC1CNCCC1)C=CC2